C(C)(C)N1[C@H](CNC(C1)=O)C1=CC=C(C=C1)NC(OCC1=CC=C(C=C1)Cl)=O 4-chlorobenzyl (S)-(4-(1-isopropyl-5-oxopiperazin-2-yl)phenyl)carbamate